chloro-6'-(pyrimidin-4-ylamino)-2'H-spiro[bicyclo[2.2.1]heptane-7,3'-imidazo[1,5-a]pyridine]-1',5'-dione ClN1C2(N3C(=CC=C(C3=O)NC3=NC=NC=C3)C1=O)C1CCC2CC1